C(C)(C)(C)C1=CC2=C(C=C([C@H](O2)C(F)(F)F)C(=O)O)C=C1Cl (2S)-7-tertiary butyl-6-chloro-2-(trifluoromethyl)-2H-benzopyran-3-carboxylic acid